ClC1=CC=C(C(=N1)NC(=O)[C@H]1N[C@@H]2C[C@@H]2C1)F (1R,3S,5R)-N-(6-chloro-3-fluoropyridin-2-yl)-2-azabicyclo[3.1.0]Hexane-3-carboxamide